FC1=CC(=C(C=C1)C=1CCCC2=C(C1C1=CC=C(C=C1)CC1CN(C1)CCC(F)(F)F)C=CC=C2)C(F)(F)F 8-(4-Fluoro-2-(trifluoromethyl)phenyl)-9-(4-((1-(3,3,3-trifluoropropyl)azetidin-3-yl)methyl)phenyl)-6,7-dihydro-5H-benzo[7]annulen